6-Methoxy-8-phenylquinoline COC=1C=C2C=CC=NC2=C(C1)C1=CC=CC=C1